CC(CN)N 1-methyl-ethane-1,2-diamine